NCC1=CC=C(O1)C(CCC(=O)O)(C)C=1OC(=CC1)CN 4,4-bis(5-aminomethylfuranyl)pentanoic acid